6-ethoxy-2-(3-((2,4,6-trimethylbenzyl)oxy)benzylidene)benzofuran-3(2H)-one C(C)OC1=CC2=C(C(C(O2)=CC2=CC(=CC=C2)OCC2=C(C=C(C=C2C)C)C)=O)C=C1